NC1=CC=C(C=C1)C=1NC2=C(N1)N=C(C=C2)N 2-(4-aminophenyl)-5-aminopyridoimidazole